C(C)(C)(C)N1N=C(C=C1C1=NC2=C(N1)C(=CC=C2)C)C2CC1(OCCO1)CC2 2-(1-(tert-butyl)-3-(1,4-dioxaspiro[4.4]nonan-7-yl)-1H-pyrazol-5-yl)-7-methyl-1H-benzo[d]imidazole